4-(3-(2-cyclopropyl-4-(1H-pyrrolo[3,2-b]pyridin-6-yl)-1H-imidazol-1-yl)bicyclo[1.1.1]pentan-1-yl)morpholine C1(CC1)C=1N(C=C(N1)C=1C=C2C(=NC1)C=CN2)C21CC(C2)(C1)N1CCOCC1